C(C(C)C)[C@H]1CC(NC1)=O (S)-4-isobutylpyrrolidin-2-one